ONC(=O)C1=CC=C(CNC(C2=CN=CC(=C2)C2=C(C=CC=C2)O)=O)C=C1 N-(4-(hydroxycarbamoyl)benzyl)-5-(2-hydroxyphenyl)nicotinic acid amide